C(#N)C1=C(C=CC(=N1)C=1CCN(CC1)C(=O)OC(C)(C)C)/N=C/N(C)C tert-butyl (E)-6-cyano-5-(((dimethylamino)methylene)amino)-3',6'-dihydro-[2,4'-bipyridine]-1'(2'H)-carboxylate